CN(C(C(=O)C1=CC=C(C=C1)N1CCOCC1)(CC)CC1=CC=C(C=C1)C)C 2-dimethylamino-2-(4-methylbenzyl)-1-(4-morpholine-4-yl-phenyl)-butan-1-one